CC(C)(C=1C=NN(C1)C)NC(=O)[C@H]1CN(CC[C@@H]1NC(=O)C1=NOC(=C1)C1=C(C=C(C=C1)F)F)CC1CC1 (3S,4S)-1-Cyclopropylmethyl-4-{[5-(2,4-difluoro-phenyl)-isoxazole-3-carbonyl]-amino}-piperidine-3-carboxylic acid [1-methyl-1-(1-methyl-1H-pyrazol-4-yl)-ethyl]-amide